O[C@@]1(C[C@@H](CCC1)NC1=NC(=NC=C1C(=O)N)NC(C)C)C 4-((1R,3S)-3-hydroxy-3-methylcyclohexylamino)-2-(isopropylamino)pyrimidine-5-carboxamide